FC1=CC=C(C=C1)C(=O)C1=CNC=2N=C(N=C(C21)NC2COC2)NC2=CC=C(C=C2)N2CCN(CC2)C (4-fluorophenyl)(2-((4-(4-methylpiperazin-1-yl)phenyl)amino)-4-(Oxetane-3-ylamino)-7H-pyrrolo[2,3-d]pyrimidin-5-yl)methanone